C(CCC)N(C1=CC=CC=C1)CCCCC N-butyl-N-pentyl-Aniline